N1=C(N=CN=C1)NC1=CC(=C(C(=O)N([C@H]2CNCCC2)C2=NC=CC3=CC=CC(=C23)C)C=C1)F (R)-4-((1,3,5-triazin-2-yl)amino)-2-fluoro-N-(8-methylisoquinolin-1-yl)-N-(piperidin-3-yl)benzamide